NC1=NC=C(C2=C1C(=C(N2C)C2=CC=C(C=C2)NC(=O)C(=C)F)C=2C=NC(=C(C2)Cl)C(=O)NCC(F)(F)F)C#CCN(C)C ({3-[4-amino-3-(5-chloro-6-{[(2,2,2-trifluoroethyl)amino]carbonyl}pyridin-3-yl)-2-{4-[(2-fluoroacrylamino)]phenyl}-1-methylpyrrolo[3,2-c]pyridin-7-yl]prop-2-ynyl}(methyl)amino)methane